tert-butyl 8-(4-bromo-2-chloro-phenyl)-2,8-diazaspiro[4.5]decane-2-carboxylate BrC1=CC(=C(C=C1)N1CCC2(CCN(C2)C(=O)OC(C)(C)C)CC1)Cl